Cl.NCC1=CC=C(C=C1)CCCCCC(=O)N[C@H](C(=O)N1[C@@H](C[C@H](C1)O)C(=O)NCC1=CC=C(C=C1)C1=C(N=CS1)C)C(C)(C)C (2S,4R)-1-[(2S)-2-[6-[4-(aminometh-yl)phenyl]hexan-amido]-3,3-dimethylbutanoyl]-4-hydroxy-N-[[4-(4-methyl-1,3-thiazol-5-yl)phenyl]meth-yl]pyrrolidine-2-carboxamide hydrochloride